1-(2-chlorophenyl)-2,2,2-trifluoroethan-1-one ClC1=C(C=CC=C1)C(C(F)(F)F)=O